Methyl 2-(chloromethyl)-4-fluoro-1-(2-(2-methyl-1H-imidazol-1-yl)ethyl)-1H-benzo[d]imidazole-6-carboxylate ClCC1=NC2=C(N1CCN1C(=NC=C1)C)C=C(C=C2F)C(=O)OC